CC1=NOC(=C1C=1C=CC=2N=C(N=C(C2N1)N1[C@@H](COCC1)C)C1=C2C=CNC2=CC=C1)C (R)-4-(6-(3,5-dimethylisoxazol-4-yl)-2-(1H-indol-4-yl)pyrido[3,2-d]pyrimidin-4-yl)-3-methylmorpholine